NC1=NC(=NC=C1F)N1CCN(CC1)C(=O)NCCC1CCN(CC1)CC1=CC=CC=C1 4-(4-amino-5-fluoropyrimidin-2-yl)-N-[2-(1-benzylpiperidin-4-yl)ethyl]piperazine-1-carboxamide